1-{5-[4-(6-chloro-3-quinolylamino)-2-pyrimidinylamino]-6-methoxy-2-pyridyl}-4-methyl-4-piperidinol ClC=1C=C2C=C(C=NC2=CC1)NC1=NC(=NC=C1)NC=1C=CC(=NC1OC)N1CCC(CC1)(O)C